C(C1=CC=CC=C1)(=O)C=1C=CC(=C(C1)C=1C(=CC=C(C1F)OCCOC)C#N)C(F)(F)F 5'-Benzoyl-6-fluoro-5-(2-methoxyethoxy)-2'-(trifluoromethyl)-[1,1'-biphenyl]-2-carbonitrile